1-(2-(((5-bromo-2-nitropyridin-3-yl)oxy)methyl)-4-fluorophenyl)-3-chloro-1H-pyrazol BrC=1C=C(C(=NC1)[N+](=O)[O-])OCC1=C(C=CC(=C1)F)N1N=C(C=C1)Cl